FC=1C=C(CC=2C=C3C(=NNC3=CC2)\C=C\C2=NC=CN=C2)C=C(C1)F (E)-5-(3,5-difluorobenzyl)-3-(2-(pyrazin-2-yl)vinyl)-1H-indazole